C1(CC1)CNC1=NC(=CC2=C1N=C(N=C2)SC)C2=C(C(=CC(=C2F)OC([2H])([2H])[2H])OC([2H])([2H])[2H])F N-(cyclopropylmethyl)-6-(2,6-difluoro-3,5-di(methoxy-d3)phenyl)-2-(methylthio)pyrido[3,4-d]pyrimidine-8-amine